4-(7-(5-(3-cyano-4-isopropoxyphenyl)-1,2,4-oxadiazol-3-yl)-2,3-dihydro-cyclopenta[b]indol-4(1H)-yl)butyric acid C(#N)C=1C=C(C=CC1OC(C)C)C1=NC(=NO1)C1=CC=2C3=C(N(C2C=C1)CCCC(=O)O)CCC3